ClC1=CC=CC=2N1N=C(N2)N 5-chloro-[1,2,4]triazolo[1,5-a]pyridin-2-amine